CN(CCC1=C(C(=O)N)C=CC=C1)C (2-(DIMETHYLAMINO)ETHYL)BENZAMIDE